NC1=NC2=CC(=CC=C2C=C1)CN(C(=O)C1=CN=CS1)C1=C(C=CC=C1)S(=O)(=O)C N-[(2-aminoquinolin-7-yl)methyl]-N-(2-methanesulfonylphenyl)-1,3-thiazole-5-carboxamide